tert-butyl 2-ethynyl-3,3-dimethylazetidine-1-carboxylate C(#C)C1N(CC1(C)C)C(=O)OC(C)(C)C